OC1=CC=C2CCC(NC2=C1)=O 7-hydroxy-3,4-dihydro-quinolinone